ClC1=CC2=C(C=C3N2C(=NN(C3=O)CC(=O)N[C@H]3CNCCC3)C(C)C)S1 (R)-2-(2-chloro-5-isopropyl-8-oxothieno[2',3':4,5]pyrrolo[1,2-d][1,2,4]triazin-7(8H)-yl)-N-(piperidin-3-yl)acetamide